C(C)(C)(C)OC(=O)N1CC2(C1)CCN(CC2)C(CN2C[C@@H](CCC2)NC=2N=NC(=C(C2)C)C2=C(C=C(C=C2)C(F)(F)F)O)=O.SCCCCCCCCCCCCCCCCCCS 1,18-dimercaptooctadecane tert-butyl-(R)-7-(2-(3-((6-(2-hydroxy-4-(trifluoromethyl)phenyl)-5-methylpyridazin-3-yl)amino)piperidin-1-yl)acetyl)-2,7-diazaspiro[3.5]nonane-2-carboxylate